[2-[4-(dimethylamino)butanoyloxymethyl]-3-[(Z)-tetradec-9-enoyl]oxy-2-[[(Z)-tetradec-9-enoyl]oxymethyl]propyl] (Z)-tetradec-9-enoate C(CCCCCCC\C=C/CCCC)(=O)OCC(COC(CCCCCCC\C=C/CCCC)=O)(COC(CCCCCCC\C=C/CCCC)=O)COC(CCCN(C)C)=O